3-amino-N-(3-methoxycyclohexyl)-6-(3-methylimidazo[1,2-a]pyridin-6-yl)-5-(oxazol-2-yl)pyrazine-2-carboxamide NC=1C(=NC(=C(N1)C=1OC=CN1)C=1C=CC=2N(C1)C(=CN2)C)C(=O)NC2CC(CCC2)OC